ClC=1C(=C(C=CC1)C(N1[C@@H](C[C@@](CC1)(C(=O)O)CC1=NC(=CC=C1F)NC1=NNC(=C1)C)CC)(F)F)F (2R,4R)-1-((3-chloro-2-fluorophenyl)difluoromethyl)-2-ethyl-4-((3-fluoro-6-((5-methyl-1H-pyrazol-3-yl)amino)pyridin-2-yl)methyl)piperidine-4-carboxylic acid